Adamantandimethanol C12(C(C3CC(CC(C1)C3)C2)CO)CO